OCCOC=1C(=C(C2=CC=C(C=C2C1)C1=CC2=CC=CC=C2C=C1)C1=CC=CC2=CC(=CC=C12)C1=CC2=CC=CC=C2C=C1)OCCO bis(2-hydroxyethoxy)-6,6'-bis(2-naphthyl)-1,1'-binaphthyl